COC1=CC(=CC2=CC=CC=C12)C(=O)N 4-methoxy-beta-naphthamide